6-chloro-2-(4-fluoro-2-methoxyanilino)-3-phenylquinazolin-4(3H)-one ClC=1C=C2C(N(C(=NC2=CC1)NC1=C(C=C(C=C1)F)OC)C1=CC=CC=C1)=O